Maleimido-Caproyl-Valine C1(C=CC(N1N([C@@H](C(C)C)C(=O)O)C(CCCCC)=O)=O)=O